O[C@@H]([C@@H](C(=O)N)NCC1NC2(CNC2=O)CC1)C (2S,3R)-3-hydroxy-2-(((1-oxo-2,5-diazaspiro[3.4]octan-6-yl)methyl)amino)butanamide